(S)-2-((2-((S)-5-(difluoromethyl)-2-oxoimidazolidin-1-yl)-5,6-dihydrobenzo[f]imidazo[1,2-d][1,4]oxazepin-9-yl)amino)propanamide FC([C@@H]1CNC(N1C=1N=C2N(CCOC3=C2C=CC(=C3)N[C@H](C(=O)N)C)C1)=O)F